C(C1=CC=CC=C1)N1C[C@@H](OCC1)C1=C(C(=C(C(=O)OCC)C=C1)C)C Ethyl (S)-4-(4-benzylmorpholin-2-yl)-2,3-dimethylbenzoate